(S)-2-(8-(piperidin-4-ylsulfonyl)-6,6a,7,8,9,10-hexahydro-5H-pyrazino[1',2':4,5]pyrazino[2,3-c]pyridazin-2-yl)phenol N1CCC(CC1)S(=O)(=O)N1C[C@H]2N(C=3C(=NN=C(C3)C3=C(C=CC=C3)O)NC2)CC1